ClC=1C=C(C=CC1F)NC(=O)C1=CN(C(=C1)C(C(N[C@H]1COCC1)=O)(F)F)C (R)-N-(3-chloro-4-fluorophenyl)-5-(1,1-difluoro-2-oxo-2-((tetrahydrofuran-3-yl)amino)ethyl)-1-methyl-1H-pyrrole-3-carboxamide